2-amino-N-methyl-N-(2-cyanopropan-2-yl)benzamide NC1=C(C(=O)N(C(C)(C)C#N)C)C=CC=C1